[Sr].[Ce] cerium-strontium